2-(7-nitro-2-phenyl-1H-indol-5-yl)ethyl methanesulfonate {2-(7-nitro-2-phenyl-1H-indol-5-yl)ethyl methanesulfonate} [N+](=O)([O-])C=1C=C(C=C2C=C(NC12)C1=CC=CC=C1)CCCS(=O)(=O)O.CS(=O)(=O)OCCC=1C=C2C=C(NC2=C(C1)[N+](=O)[O-])C1=CC=CC=C1